(2E,6Z,10Z)-3,7,11,15-tetramethylhexadeca-2,6,10,14-tetraen-1-ol C\C(=C/CO)\CC\C=C(/CC\C=C(/CCC=C(C)C)\C)\C